C(C)(C)(C)OC(=O)N1CCC2(NC3=CC=C(C=C3NC2=O)C=2N=NN(C2)CC2=CC=C(C=C2)C=2OC(=NN2)C(F)F)CC1 6'-(1-(4-(5-(difluoromethyl)-1,3,4-oxadiazol-2-yl)benzyl)-1H-1,2,3-triazol-4-yl)-3'-oxo-3',4'-dihydro-1'H-spiro[piperidine-4,2'-quinoxaline]-1-carboxylic acid tert-butyl ester